CC1=NC=CC(=C1)C1=CC=2C=NC(=CC2N1)NC(=O)[C@@H]1OCCC1 (R)-N-(2-(2-methylpyridin-4-yl)-1H-pyrrolo[3,2-c]pyridin-6-yl)tetrahydrofuran-2-carboxamide